O1C(OCC1)C1=C(N)C=CC=C1OCC1=CC=C(C=C1)OC 2-(1,3-dioxolan-2-yl)-3-((4-methoxybenzyl)oxy)aniline